(R)-3-bromo-2-((6-((tert-butyldimethylsilyl)oxy)hexan-2-yl)oxy)-6-methylpyridine BrC=1C(=NC(=CC1)C)O[C@H](C)CCCCO[Si](C)(C)C(C)(C)C